(1r,3s)-3-((8-methoxy-3-nitroquinolin-4-yl)amino)cyclopentane-1-carboxylic acid methyl ester COC(=O)[C@H]1C[C@H](CC1)NC1=C(C=NC2=C(C=CC=C12)OC)[N+](=O)[O-]